C1(=CC=CC=C1)C1N(C2=CC=CC=C2CC1)C(=O)OC(C)(C)C Tert-butyl 2-phenyl-3,4-dihydroquinoline-1(2H)-carboxylate